3-(3-((4-chlorobenzyl)oxy)-4-(ethylsulfonamido)phenyl)-5-(pyridin-2-ylamino)-1H-pyrazole-4-carboxamide ClC1=CC=C(COC=2C=C(C=CC2NS(=O)(=O)CC)C2=NNC(=C2C(=O)N)NC2=NC=CC=C2)C=C1